5-(4-((4-(dimethoxymethyl)piperidin-1-yl)methyl)piperidin-1-yl)-2-(2,6-dioxopiperidin-3-yl)isoindoline-1,3-dione COC(C1CCN(CC1)CC1CCN(CC1)C=1C=C2C(N(C(C2=CC1)=O)C1C(NC(CC1)=O)=O)=O)OC